C(CCCCCCC)OC(=O)C=1C(=CC(=CC1)C(=O)OCCCCCCCC)C(=O)OCCCCCCCC benzene-1,2,4-tricarboxylic acid trioctyl ester